3-(difluoromethyl)-2-(1-mesyl-3-piperidyl)pyridine FC(C=1C(=NC=CC1)C1CN(CCC1)S(=O)(=O)C)F